8-chloro-6-(trifluoromethyl)imidazo[1,2-A]pyridin ClC=1C=2N(C=C(C1)C(F)(F)F)C=CN2